N-(6-(4-((1-ethyl-6-fluoro-1H-indol-3-yl)methyl)morpholin-2-yl)pyridin-2-yl)pyrazin-2-amine C(C)N1C=C(C2=CC=C(C=C12)F)CN1CC(OCC1)C1=CC=CC(=N1)NC1=NC=CN=C1